C(CCCCCCC)S(=O)(=O)NN octane-1-sulfonohydrazide